N-(2'-amino-5'H-spiro[chromane-4,4'-thiazol]-6-yl)-5-fluoromethylpyridinamide NC=1SCC2(N1)CCOC1=CC=C(C=C12)NC(=O)C1=NC=C(C=C1)CF